6,7-Dimethoxy-3-pyridin-3-yl-quinoline COC=1C=C2C=C(C=NC2=CC1OC)C=1C=NC=CC1